CC1=CC2=C(C3=CC=CC=C3C(=C2C=C1C)OCCCCCCCCC)OCCCCCCCCC 2,3-dimethyl-9,10-bis(n-nonanyloxy)anthracene